N1=C(SC2=C1C1=CC=CC=C1CC2)C=2C(OC1=CC(=CC=C1C2)O)=O 3-(4,5-Dihydro-naphtho[1,2-d]-thiazol-2-yl)-7-hydroxy-chromen-2-one